FC(C1=COC2=C1C=C1N2CCN=C1)(F)F 3-(trifluoromethyl)-7,8-dihydrofuro[3',2':4,5]pyrrolo[1,2-a]pyrazin